2-(2-fluoro-4-(trifluoromethyl)phenyl)-2,8-diazaspiro[4.5]decan-3-one hydrochloride Cl.FC1=C(C=CC(=C1)C(F)(F)F)N1CC2(CC1=O)CCNCC2